CC1=CC=CC(=N1)OC1=CC=C(C=C1)C1=NOC(=N1)C=C(C(=O)O)C (3-(4-((6-methylpyridin-2-yl)oxy)phenyl)-1,2,4-oxadiazol-5-yl)methacrylic acid